C(C)(=O)OC=1C(=NC=C(C1COC(C)=O)COC(C)=O)C Pyridoxine triacetate